S1C2=C(C=C1)C=CC(=C2)C=2C=C(C(=O)NC=1C=CC(=C(C1)C1=CC(=CC=C1)C=1N=NNN1)O[C@H]1C[NH2+]CC1)C=CC2O[C@@H]2C[NH2+]CC2 (R)-3-((5-(3-(benzo[b]thiophen-6-yl)-4-(((S)-pyrrolidin-1-ium-3-yl)oxy)benzamido)-3'-(2H-tetrazol-5-yl)-[1,1'-biphenyl]-2-yl)oxy)pyrrolidin-1-ium